CN(CCNC(CCN1C=NC2=C(NC=3C=CC(=CC23)C)C1=O)=O)C1=CC=CC=2CCCCC12 N-(2-(methyl-(5,6,7,8-tetrahydronaphthalen-1-yl)amino)ethyl)-3-(8-methyl-4-oxo-4,5-dihydro-3H-pyrimido[5,4-b]indol-3-yl)propanamide